(3-((3-(2-aminopyrimidin-5-yl)-5-morpholinophenyl)sulfonyl)azetidin-1-yl)(4-fluorophenyl)methanone NC1=NC=C(C=N1)C=1C=C(C=C(C1)N1CCOCC1)S(=O)(=O)C1CN(C1)C(=O)C1=CC=C(C=C1)F